C1(=CC=C(C=C1)NNC(=O)C=1C=C2C=CC(=NC2=CC1)C)C N'-(p-tolyl)-2-methyl-quinoline-6-carbohydrazide